N-(2,1,3-benzothiadiazol-4-yl)-1,6,7,8-tetrahydrocyclopenta[g]indole-3-sulfonamide N=1SN=C2C1C=CC=C2NS(=O)(=O)C2=CNC1=C3C(=CC=C21)CCC3